N[C@@H]1CC[C@H](CC1)NC1=NC=C(C(=N1)C1=CC=CC(=N1)N1C(OCCC1)=O)F 3-(6-(2-((trans-4-aminocyclohexyl)amino)-5-fluoropyrimidin-4-yl)pyridin-2-yl)-1,3-oxazinan-2-one